ethyl 2-(5-(2-hydroxypropan-2-yl)isoxazol-3-yl)-2-oxoacetate OC(C)(C)C1=CC(=NO1)C(C(=O)OCC)=O